N[C@@H]([C@@H](C1=CC=CC=C1)NS(=O)(=O)CC1=CC=CC=C1)C1=CC=CC=C1 (R,R)-N-(2-amino-1,2-diphenylethyl)-benzylsulfonamide